2-[3-Chloro-5-(phenanthren-9-yl)phenyl]-4,6-diphenyl-1,3,5-triazine ClC=1C=C(C=C(C1)C=1C2=CC=CC=C2C=2C=CC=CC2C1)C1=NC(=NC(=N1)C1=CC=CC=C1)C1=CC=CC=C1